FC(C=1C=CC=2N(N1)C(=CN2)C2=CC(=NC=N2)N2CC(CCC2)CNS(=O)(=O)C(F)(F)F)F N-((1-(6-(6-(Difluoromethyl)imidazo[1,2-b]pyridazin-3-yl)pyrimidin-4-yl)piperidin-3-yl)methyl)-1,1,1-trifluoromethanesulfonamide